5-(ethylsulfonyl)-N-methyl-6-(2-(trifluoromethyl)pyrazolo[1,5-a]pyrimidin-5-yl)pyridin C(C)S(=O)(=O)C=1C=CCN(C1C1=NC=2N(C=C1)N=C(C2)C(F)(F)F)C